(S)-N-((5,6-DIHYDRO-4H-THIENO[2,3-C]PYRROL-2-YL)METHYL)-3-((2-FLUORO-5-METHYLBENZYL)AMINO)-4-OXO-4,6,7,8-TETRAHYDROPYRROLO[1,2-A]PYRIMIDINE-6-CARBOXAMIDE S1C(=CC2=C1CNC2)CNC(=O)[C@@H]2CCC=1N2C(C(=CN1)NCC1=C(C=CC(=C1)C)F)=O